N-[3-[2,5-bis(difluoromethoxy)phenyl]-1-[[2-[1-[2-(methylamino)ethyl]azetidin-3-yl]tetrazol-5-yl]methyl]pyrazol-4-yl]pyrazolo[1,5-a]pyrimidine-3-carboxamide FC(OC1=C(C=C(C=C1)OC(F)F)C1=NN(C=C1NC(=O)C=1C=NN2C1N=CC=C2)CC=2N=NN(N2)C2CN(C2)CCNC)F